6-fluoropyridine-amide FC1=CC=CC(=N1)C(=O)N